Tert-butyl 6-[(1R,5S,6r)-6-(diethylcarbamoyl)-3-azabicyclo[3.1.0]hexane-3-yl]-2-azaspiro[3.3]heptane-2-carboxylate C(C)N(C(=O)C1[C@H]2CN(C[C@@H]12)C1CC2(CN(C2)C(=O)OC(C)(C)C)C1)CC